BrC1=NC2=NC(=NC(=C2N1C1CCC1)N1CC2CCC(C1)N2)OC[C@]21CCCN1C[C@@H](C2)F 8-Bromo-7-cyclobutyl-6-(3,8-diazabicyclo[3.2.1]octan-3-yl)-2-{[(2R,7aS)-2-fluorotetrahydro-1H-pyrrolizin-7a(5H)-yl]methoxy}-7H-purine